5-[4-[(3S)-1-(3-fluoropropyl)pyrrolidin-3-yl]oxyphenyl]-6-[2-(trifluoro-methyl)phenyl]-8,9-dihydro-7H-benzo[7]annulen-2-ol FCCCN1C[C@H](CC1)OC1=CC=C(C=C1)C1=C(CCCC2=C1C=CC(=C2)O)C2=C(C=CC=C2)C(F)(F)F